2-phenyl-2-cyclohexyl-phenyl-2-phenyl-ethane C1(=CC=CC=C1)C1(C(C=CC=C1)CCC1=CC=CC=C1)C1CCCCC1